C(#N)C(CC1OC2=C(NC1=O)C=CC=C2)NC(=O)[C@@H]2[C@H]1C([C@H]1CN2C([C@H](C(C)C)NC(C(F)(F)F)=O)=O)(C)C (1R,2S,5S)-N-[1-cyano-2-(3-oxo-4H-1,4-benzoxazin-2-yl)ethyl]-6,6-dimethyl-3-[(2S)-3-methyl-2-[(2,2,2-trifluoroacetyl)amino]butanoyl]-3-azabicyclo[3.1.0]hexane-2-carboxamide